2-(benzhydrylideneamino)-2-(5-oxothiazolo[3,2-a]pyrimidin-7-yl)acetamide C(C1=CC=CC=C1)(C1=CC=CC=C1)=NC(C(=O)N)C=1N=C2N(C(C1)=O)C=CS2